BrC1=CC=CC(=N1)C1CC(C(N1C)=O)O 5-(6-bromopyridin-2-yl)-3-hydroxy-1-methylpyrrolidin-2-one